C(C)(=O)C=1C(=NC(=CC1)N1C=NC2=C1C=CC(=C2)NC=2N=NC(=CC2)C)N2N=C(C(=C2)C#N)C 1-[3-acetyl-6-[5-[(6-methylpyridazin-3-yl)amino]benzimidazol-1-yl]-2-pyridinyl]-methyl-pyrazole-4-carbonitrile